O=C1N(N=CC2=CC(=CC=C12)S(=O)(=NC(C(F)(F)F)=O)C1=CC=CC=C1)CC=1C=C(C=CC1)NC(OC(C)(C)C)=O tert-butyl (3-((1-oxo-6-(N-(2,2,2-trifluoroacetyl)phenylsulfonimidoyl)phthalazin-2(1H)-yl)methyl)phenyl)carbamate